CC12N=C3CC(CC(C1)C3)C2 1-methyl-2-azaadamantaneN